2,2'-methylenebis(6-(tert-butyl)-4-methylphenol) C(C1=C(C(=CC(=C1)C)C(C)(C)C)O)C1=C(C(=CC(=C1)C)C(C)(C)C)O